(3R)-3-(4-Chlorophenyl)-2-[(5-chloropyrimidin-2-yl)methyl]-4-fluoro-6-[2-hydroxy-1-(4-methylpiperazin-1-yl)butan-2-yl]-3-[(3S)-oxolan-3-yloxy]-2,3-dihydro-1H-isoindol-1-on ClC1=CC=C(C=C1)[C@@]1(N(C(C2=CC(=CC(=C12)F)C(CN1CCN(CC1)C)(CC)O)=O)CC1=NC=C(C=N1)Cl)O[C@@H]1COCC1